1-nonene oxide C1C(CCCCCCC)O1